4-(3,5-bis(trifluoromethyl)phenyl)-1-(1-methyl-4-nitro-1H-imidazol-5-yl)-1H-1,2,3-triazole FC(C=1C=C(C=C(C1)C(F)(F)F)C=1N=NN(C1)C1=C(N=CN1C)[N+](=O)[O-])(F)F